C(C1=CC=CC=C1)OCCN1N=CC2=CC(=C(C=C12)C(=O)OC)[N+](=O)[O-] methyl 1-(2-(benzyloxy) ethyl)-5-nitro-1H-indazole-6-carboxylate